O[C@H]1[C@H](O)[C@@H](O)[C@H](O)[C@@H](O1)CO α-L-idopyranose